2'-((6-(azetidin-3-ylamino)pyrimidin-4-yl)amino)-4'-methyl-5'-oxo-5',6'-dihydrospiro[cyclohexane-1,7'-pyrrolo[3,4-b]pyridine] 1'-oxide N1CC(C1)NC1=CC(=NC=N1)NC1=CC(=C2C(=[N+]1[O-])C1(NC2=O)CCCCC1)C